2-methyl-2-(5-(1-methylcyclopropyl)pyrimidin-2-yl)propanoic acid CC(C(=O)O)(C)C1=NC=C(C=N1)C1(CC1)C